methyl 3,4-difluoro-5-nitrobenzoate FC=1C=C(C(=O)OC)C=C(C1F)[N+](=O)[O-]